FC=1C=C(C[N+]2=C3N(C(C(=C2)C=2C(=NOC2C)C)=O)C=CC=C3)C=CC1F 1-(3,4-difluorobenzyl)-3-(3,5-dimethylisoxazol-4-yl)-4-oxo-4H-pyrido[1,2-a]Pyrimidinium